ClC=1C=C(N(N1)C)[C@@H]1[C@H](C(N(C1)C)=O)C(=O)NC1=C(C(=CC=C1)F)F (3S,4R)-4-(5-chloro-2-methyl-pyrazol-3-yl)-N-(2,3-difluorophenyl)-1-methyl-2-oxo-pyrrolidine-3-carboxamide